ON1N=NC2=C1C=CC=C2 1-hydroxy-1,2,3-benzotriazoleN